C(C1=CC=CC=C1)OC=1C=C(C=CC1)C(COC1OCCCC1)(OC1CC1)C1=NC(=NC2=CC=C(C=C12)C=1C2=C(C(N(C1)C)=O)N(C=C2)S(=O)(=O)C2=CC=C(C)C=C2)Cl 4-(4-(1-(3-(benzyloxy)phenyl)-1-cyclopropoxy-2-((tetrahydro-2H-pyran-2-yl)oxy)ethyl)-2-chloroquinazolin-6-yl)-6-Methyl-1-tosyl-1,6-dihydro-7H-pyrrolo[2,3-c]pyridin-7-one